2-(2-Fluorophenyl)-N-{4-[1-(propan-2-yl)-1H-pyrazol-4-yl]-3-sulfamoylphenyl}acetamide FC1=C(C=CC=C1)CC(=O)NC1=CC(=C(C=C1)C=1C=NN(C1)C(C)C)S(N)(=O)=O